(E)-5-(tert-butyl)-N-(2-(difluoromethyl)-4-(3-(4-(4-(dimethylamino)but-2-enoyl)piperazin-1-yl)pyridin-4-yl)benzyl)-1,2,4-oxadiazole-3-carboxamide C(C)(C)(C)C1=NC(=NO1)C(=O)NCC1=C(C=C(C=C1)C1=C(C=NC=C1)N1CCN(CC1)C(\C=C\CN(C)C)=O)C(F)F